N-[(3S)-5-methyl-4-oxo-2,3-dihydro-1,5-benzoxazepine-3-yl]-5,6-dihydro-4H-pyrrolo[1,2-b]Pyrazole-2-carboxamide CN1C([C@H](COC2=C1C=CC=C2)NC(=O)C=2C=C1N(N2)CCC1)=O